(S)-N-(3-chloro-2,4-difluorophenyl)-N-methyl-2-(6-methyl-4-(trifluoromethyl)pyridin-2-yl)isothiazolidine-3-carboxamide 1,1-dioxide ClC=1C(=C(C=CC1F)N(C(=O)[C@H]1N(S(CC1)(=O)=O)C1=NC(=CC(=C1)C(F)(F)F)C)C)F